FC(=C(C(C(C(F)(F)F)(F)F)(C(F)(F)F)F)C(F)(F)F)F perfluoro-2,3-dimethyl-pentene